(S)-1-(3,5-dichlorophenyl)propan-1-ol ClC=1C=C(C=C(C1)Cl)[C@H](CC)O